OC1=CC(=C(C=C1C(C)(C)C)C(CCC)(C1=C(C=C(C(=C1)C(C)(C)C)O)C)C1=C(C=C(C(=C1)C(C)(C)C)O)C)C tri(4-hydroxy-2-methyl-5-t-butylphenyl)butane